CN(CCCOC1=CC=C(C=C1)C1=CC2=C(N=CC=3N2C(=NN3)C3CCOCC3)C=N1)C N,N-Dimethyl-3-(4-(1-(tetrahydro-2H-pyran-4-yl)pyrido[3,4-e][1,2,4]triazolo[4,3-a]pyrazin-8-yl)phenoxy)propan-1-amin